N=1N=C(NC1C(=O)[O-])C(=O)[O-] 1,2,4-Triazole-3,5-dicarboxylate